(2R)-3-(((benzyloxy)((R)-3-(benzyloxy)-2-(((benzyloxy)carbonyl)amino)-3-oxopropoxy)phosphoryl)oxy)propane-1,2-diyl distearate C(CCCCCCCCCCCCCCCCC)(=O)OC[C@H](COP(=O)(OC[C@H](C(=O)OCC1=CC=CC=C1)NC(=O)OCC1=CC=CC=C1)OCC1=CC=CC=C1)OC(CCCCCCCCCCCCCCCCC)=O